ClC=1C=CC(=C(C1)C1=CC(=C(N=N1)N(C1COCC1)C)N)F 6-(5-chloro-2-fluorophenyl)-N3-methyl-N3-(oxolane-3-yl)pyridazin-3,4-diamine